C(#N)C1=C(C=CC(=C1)C)NC(COC)=O N-(2-cyano-4-methylphenyl)-2-methoxyacetamide